4-((3-aminophenyl)amino)-N-methyl-2-(methylthio)-N-phenylpyrimidine-5-carboxamide NC=1C=C(C=CC1)NC1=NC(=NC=C1C(=O)N(C1=CC=CC=C1)C)SC